FC1=CC=C(C=C1)CCC1=NC(=CC(=C1C(=O)OCC)O)CC(C)C ethyl 2-[2-(4-fluorophenyl)ethyl]-4-hydroxy-6-isobutyl-pyridine-3-carboxylate